(2-methyl-4-(4-tert-butylphenyl)indenyl)silane CC=1C(C2=CC=CC(=C2C1)C1=CC=C(C=C1)C(C)(C)C)[SiH3]